5-(5-cyclopropyl-2-fluorobenzyl)-4H-1,2,4-triazole-3-carboxamide C1(CC1)C=1C=CC(=C(CC=2NC(=NN2)C(=O)N)C1)F